methyl (1r,4r)-4-(3-chloroanilino)-2'-{3-[(4-methoxyphenyl)methoxy]-2,2-dimethylpropyl}spiro[cyclohexane-1,1'-indene]-4-carboxylate ClC=1C=C(NC2(CCC3(C(=CC4=CC=CC=C34)CC(COCC3=CC=C(C=C3)OC)(C)C)CC2)C(=O)OC)C=CC1